Propionic Acid (7β,19-epoxy-5a-hydroxy-6-keto-cholestan-3β-yl) Ester O[C@]12C([C@H]3[C@H]4[C@@H]5CC[C@H]([C@@H](CCCC(C)C)C)[C@]5(CC[C@@H]4[C@]2(CC[C@@H](C1)OC(CC)=O)CO3)C)=O